C[C@]12CC[C@H]3[C@H]([C@@H]1CC=C2)CC=C4[C@@]3(CC[C@@H](C4)O)C Androstadienol